1-[(3-fluoro-2-pyridinyl)methyl]-1,2,4-triazole-3-carboxylic acid FC=1C(=NC=CC1)CN1N=C(N=C1)C(=O)O